COC1=CC(=C(C(=O)OCC([C@H](C[C@H]2C(NCC2)=O)NC([C@@H](NC(=O)C=2NC3=CC=CC(=C3C2)OC)CC(C)C)=O)=O)C(=C1)C)C (3S)-3-({N-[(4-methoxy-1H-indol-2-yl) carbonyl]-L-leucyl}amino)-2-oxo-4-[(3S)-2-oxopyrrolidin-3-yl]butyl 4-methoxy-2,6-dimethylbenzoate